(S)-N-((R)-4,4-difluoro-1-methylpyrrolidin-3-yl)-1-(4-fluorophenyl)-N-methyl-3,4-dihydroisoquinoline-2(1H)-carboxamide FC1([C@@H](CN(C1)C)N(C(=O)N1[C@H](C2=CC=CC=C2CC1)C1=CC=C(C=C1)F)C)F